1-[[1-(3-bromo-5-fluoro-phenyl)-3-methyl-cyclobutanecarbonyl]amino]-3-methyl-thiourea BrC=1C=C(C=C(C1)F)C1(CC(C1)C)C(=O)NNC(=S)NC